C(#N)C1(CC1)C(=O)NC=1C=NN2C1N=C(C=C2)N2[C@H](CCC2)C2=C(C=CC(=C2)F)F 1-cyano-N-[5-[(2R)-2-(2,5-difluorophenyl)pyrrolidin-1-yl]pyrazolo[1,5-a]pyrimidin-3-yl]cyclopropane-1-carboxamide